C(C)N1C(NC2=CC(=CC(=C2C1=O)F)CN1CCN(CC1)C=1C=CC(=NC1C([2H])([2H])[2H])C(=O)NC([2H])([2H])[2H])=O 5-(4-((3-Ethyl-5-fluoro-2,4-dioxo-1,2,3,4-tetrahydroquinazolin-7-yl)methyl)piperazin-1-yl)-N,6-bis(methyl-d3)picolinamide